1-[5-(2-methoxypyridin-4-yl)-1H-pyrazole-3-carbonyl]Piperidine-4-carboxylic acid methyl ester COC(=O)C1CCN(CC1)C(=O)C1=NNC(=C1)C1=CC(=NC=C1)OC